C(CC)N1C=C(C2=CC(=CC=C12)NC(=O)C1=NC=CN=C1)C#N N-(1-propyl-3-cyano-1H-indol-5-yl)pyrazine-2-carboxamide